N-((1S,3R)-3-((2'-hydroxy-[1,1'-biphenyl]-3-yl)methyl)-3-(4-(1-hydroxyethyl)pyrimidin-2-yl)cyclopentyl)methanesulfonamide OC1=C(C=CC=C1)C1=CC(=CC=C1)C[C@]1(C[C@H](CC1)NS(=O)(=O)C)C1=NC=CC(=N1)C(C)O